(R/S)-1-(Azetidin-2-ylmethyl)-6-(4-fluorophenyl)-3H-imidazo[4,5-b]pyridin-2-on N1[C@H](CC1)CN1C(NC2=NC=C(C=C21)C2=CC=C(C=C2)F)=O |r|